ClC1=C(C(=CC=C1)F)CC1=NOC(N1CC1=C(C=CC=C1)C(F)(F)F)=O 3-[(2-chloro-6-fluorophenyl)methyl]-4-{[2-(trifluoromethyl)phenyl]methyl}-4,5-dihydro-1,2,4-oxadiazol-5-one